C(#N)C1=CC(=C(C(=N1)C(C)C)CC(=O)NS(=O)(=N)C1=C(N=C(S1)C(C)(C)O)CO)C(C)C 2-(6-cyano-2,4-diisopropylpyridin-3-yl)-N-(4-(hydroxymethyl)-2-(2-hydroxypropan-2-yl)thiazole-5-sulfonimidoyl)acetamide